(1R,2R)-1,2-bis(2-hydroxyphenyl)ethylenediamine OC1=C(C=CC=C1)[C@H]([C@H](N)C1=C(C=CC=C1)O)N